5,15-DiHydroxyEicosapentaenoic Acid OC(=CC=CC(=O)O)C=CC=CC=CCCCC(CCCCC)O